2-methyl-N-(1-(tetrahydro-2H-pyran-3-yl)-1H-pyrazolo[3,4-d]pyrimidin-6-yl)-1,2,3,4-tetrahydroisoquinolin-7-amine CN1CC2=CC(=CC=C2CC1)NC1=NC=C2C(=N1)N(N=C2)C2COCCC2